N-{2-chloro-6-[1-(1-fluoropropan-2-yl)-1,2,3,6-tetrahydropyridin-4-yl]phenyl}-4-(5-cyclopropyl-1,2,4-oxadiazol-3-yl)-4-methylpiperidine-1-carboxamide ClC1=C(C(=CC=C1)C=1CCN(CC1)C(CF)C)NC(=O)N1CCC(CC1)(C)C1=NOC(=N1)C1CC1